4-(4-(4-(1-allyl-1H-1,2,3-triazol-4-yl)phenyl)-2-oxopyridin-1(2H)-yl)-N-hydroxy-2-methyl-2-(methylsulfonyl)butanamide C(C=C)N1N=NC(=C1)C1=CC=C(C=C1)C1=CC(N(C=C1)CCC(C(=O)NO)(S(=O)(=O)C)C)=O